C(C)(C)(C)OC(=O)C1=CC=C(C=C1)N1CCC(CC1)C(C1=C(C=CC(=C1)C(=O)NC1=CC=C(C=C1)N1CCC(CC1)C(=O)OCC)C1=CC=C(C=C1)Cl)O[Si](C)(C)C(C)(C)C Ethyl 1-(4-(2-((1-(4-(tert-butoxycarbonyl)phenyl)piperidin-4-yl)((tert-butyldimethylsilyl)oxy)methyl)-4'-chloro-[1,1'-biphenyl]-4-carboxamido)phenyl)piperidine-4-carboxylate